8-(hydroxymethyl)-4-oxa-1-azabicyclo[4.2.0]octan-2-one OCC1CC2COCC(N12)=O